5'-chloro-2'-(5-hydroxy-1H-1,3-benzodiazol-2-yl)-4-{[(1R)-1-phenylbutyl]carbamoyl}-[1,1'-biphenyl]-2-carboxylic acid ClC=1C=CC(=C(C1)C=1C(=CC(=CC1)C(N[C@H](CCC)C1=CC=CC=C1)=O)C(=O)O)C1=NC2=C(N1)C=CC(=C2)O